[O-]S(=O)(=O)C(F)(F)F.C(CCCCC)[N+]1=C(C=CC=C1)C 1-Hexyl-2-Methylpyridinium triflat